3,3,5-trimethylcyclohexane-1-carbaldehyde CC1(CC(CC(C1)C)C=O)C